1-((3S,4R)-4-(4-fluorophenyl)-1-(2-methoxyethyl)pyrrolidin-3-yl)-3-(1-(3-fluorophenyl)-1',4-dimethyl-1H,1'H-[3,4'-bipyrazol]-5-yl)urea FC1=CC=C(C=C1)[C@H]1[C@@H](CN(C1)CCOC)NC(=O)NC1=C(C(=NN1C1=CC(=CC=C1)F)C=1C=NN(C1)C)C